C(C)(C)(C)N(C(O)=O)C1=C(C(=CC(=C1)Cl)Br)F.C(=O)C=1SC2=C(N1)C=CC(=C2)CNS(=O)(=O)C N-((2-formylbenzo[d]thiazol-6-yl)methyl)methanesulfonamide tert-butyl-(3-bromo-5-chloro-2-fluorophenyl)carbamate